COC1=CC=C2C(=CC(OC2=C1)=O)N1CCOCC1 7-Methoxy-4-morpholin-4-yl-chromen-2-one